(E)-3-(1-(furan-2-ylmethyl)-2,5-dimethyl-1H-pyrrole-3-yl)-2-(6-methoxy-3H-imidazo[4,5-c]pyridin-2-yl)acrylonitrile O1C(=CC=C1)CN1C(=C(C=C1C)/C=C(\C#N)/C1=NC2=C(C=NC(=C2)OC)N1)C